N-[5-(2,2-difluoroethyl)-4,6-dimethoxy-pyrimidin-2-yl]-6-fluoro-7-pyrazin-2-yl-1H-indole-3-sulfonamide FC(CC=1C(=NC(=NC1OC)NS(=O)(=O)C1=CNC2=C(C(=CC=C12)F)C1=NC=CN=C1)OC)F